C1(=CC=CC=C1)N1C(=NN=C1)S 4-phenyl-4H-1,2,4-triazole-3-thiol